OC1=CC=C(C=C1)/C(=C(\CC)/C1=CC=CC=C1)/C1=CC=C(OCCOCCOCCOCCOCCNC2=C3CN(C(C3=CC=C2)=O)C2C(NC(CC2)=O)=O)C=C1 (Z)-3-(4-((14-(4-(1-(4-hydroxyphenyl)-2-phenylbut-1-en-1-yl)phenoxy)-3,6,9,12-tetraoxatetradecyl)amino)-1-oxoisoindolin-2-yl)piperidine-2,6-dione